N-[3-[5-chloro-2-(3-methoxy-4-morpholino-anilino)pyrimidin-4-yl]-1-methyl-indol-6-yl]prop-2-enamide ClC=1C(=NC(=NC1)NC1=CC(=C(C=C1)N1CCOCC1)OC)C1=CN(C2=CC(=CC=C12)NC(C=C)=O)C